3-{[2-(2,2-difluoroethyl)-3-fluorophenyl]amino}-2-[3-(2-methoxy-2-methylpropoxy)pyridin-4-yl]-1,5,6,7-tetrahydro-4H-pyrrolo[3,2-c]pyridin-4-one FC(CC1=C(C=CC=C1F)NC1=C(NC2=C1C(NCC2)=O)C2=C(C=NC=C2)OCC(C)(C)OC)F